O=C1C(C(C2=CC(=CC=C12)C(=O)C=1C=C2C(C(C(C2=CC1)=O)C(CN1N=CC=C1)=O)=O)=O)C(CN1N=CC=C1)=O 5-{1,3-dioxo-2-[2-(1H-pyrazol-1-yl)acetyl]-2,3-dihydro-1H-indene-5-carbonyl}-2-[2-(1H-pyrazol-1-yl)acetyl]-2,3-dihydro-1H-indene-1,3-dione